(E)-1-(3-chloro-2-fluoro-phenyl)-N-cyclopropyl-2,2,3,3,3-pentafluoro-propan-1-imine ClC=1C(=C(C=CC1)/C(/C(C(F)(F)F)(F)F)=N\C1CC1)F